N-(3-{3-[(4-chlorophenoxy)methyl]-1,2,4-oxadiazol-5-yl}bicyclo[1.1.1]pentan-1-yl)-2-(3-methylphenoxy)acetamide ClC1=CC=C(OCC2=NOC(=N2)C23CC(C2)(C3)NC(COC3=CC(=CC=C3)C)=O)C=C1